FC1=C(C(=C2C=CNC2=C1F)S(=O)(=O)C)OC=1C=CC(=C(C1)C=1OC=C(N1)[C@]1(CCOC2=C(C=CC=C12)CCC(=O)O)C)F 3-[(4S)-4-[2-[5-[(6,7-difluoro-4-methylsulfonyl-1H-indol-5-yl)oxy]-2-fluoro-phenyl]oxazol-4-yl]-4-methyl-chroman-8-yl]propanoic acid